BrC1=CC2=C(N(OC2N2C(C(C3=CC=CC=C23)=O)=O)C)C=C1 1-(5-bromo-1-methyl-1,3-dihydrobenzo[c]isoxazol-3-yl)indoline-2,3-dione